BrC=1C=CC(=C(C1)NCCN(CCO)CC(F)(F)F)[N+](=O)[O-] 2-({2-[(5-bromo-2-nitrophenyl)amino]ethyl}(2,2,2-trifluoroethyl)amino)ethanol